COC1=NC=NN2C1=C(C=C2)C=2C=C1C(=NC2)N=C(N1C1CC(CCC1)O)C 3-(6-(4-methoxypyrrolo[2,1-f][1,2,4]triazin-5-yl)-2-methyl-1H-imidazo[4,5-b]pyridin-1-yl)cyclohexan-1-ol